tetrachlorophthalic acid (anhydride) ClC=1C(=C(C(=C2C1C(=O)OC2=O)Cl)Cl)Cl